CO[C@@H]1[C@H](CCC1)C#CC#CC1=CC=C(C(=O)O)C=C1 4-(((1R,2S)-2-methoxycyclopentyl)butan-1,3-diyne-1-yl)benzoic acid